N1CCC(CC1)C(C)(C)NC(OCC1=CC=CC=C1)=O Benzyl (2-(piperidin-4-yl)propan-2-yl)carbamate